ClC1=C(C=NN1C1CN(CCC1(F)F)CC)N 5-chloro-1-(1-ethyl-4,4-difluoro-3-piperidinyl)pyrazol-4-amine